Cl.NC1(CC1)CC(=O)OC Methyl (S)-2-amino-2-cyclopropaneacetate hydrochloride